C(C)(C)(C)OC(NC1(COC1)CO)=O (3-(Hydroxymethyl)oxetan-3-yl)carbamic acid tert-butyl ester